NC(C(C)N)[Si](OC)(OC)OC 1,2-diaminopropyltrimethoxysilane